[Cl-].COCC[N+](C)(C)C (methyl)oxyethyl-trimethyl-ammonium chloride